C(C1=CC=CC=C1)OC=1C=C2C(CC=C(C2=CC1)C1=C(C=C(C=C1)N1CCC(CC1)C(OC)OC)OC)F 1-(4-(6-(benzyloxy)-4-fluoro-3,4-dihydronaphthalen-1-yl)-3-methoxyphenyl)-4-(dimethoxymethyl)piperidine